Sodium (R)-hydroxy((1r,4R)-4-(methylsulfonamido)cyclohexyl)methanesulfonate O[C@H](S(=O)(=O)[O-])C1CCC(CC1)NS(=O)(=O)C.[Na+]